(6R,7aS)-6-(2,3-dichloro-6-hydroxyphenyl)-1-(2-hydroxyethyl)-tetrahydro-1H-pyrrolo[1,2-c][1,3]oxazol-3-one ClC1=C(C(=CC=C1Cl)O)[C@H]1C[C@@H]2N(C(OC2CCO)=O)C1